C(C)(C)(C)C1N(CCC(C1)CCCCN)C(=O)OC(CN(CC1=CC=CC=C1)CC1=CC=CC=C1)COC(C)CC 1-[bis(phenylmethyl)amino]-3-[(2-butyl)oxyl]-2-propanol tert-Butyl-4-(4-Aminobutyl)piperidine-1-carboxylate